COC1=C(C(=CC=C1)OC)C1=NOC(=N1)C=1C=C2C=NN(C2=CC1)C(C)C 3-(2,6-dimethoxyphenyl)-5-(1-isopropylindazol-5-yl)-1,2,4-oxadiazole